8-(chloromethyl)-1,3-dimethyl-3,7-dihydro-1H-purine-2,6-dione ClCC1=NC=2N(C(N(C(C2N1)=O)C)=O)C